3-fluoro-5-((3-hydroxy-2-methyl-1,1-dioxido-7-(trifluoromethyl)-2,3-dihydrobenzo[d]isothiazol-6-yl)oxy)benzonitrile FC=1C=C(C#N)C=C(C1)OC1=C(C2=C(C(N(S2(=O)=O)C)O)C=C1)C(F)(F)F